ClC=1C=C(C=CC1)N[C@H](C)C1=CC(=CN2C1=NC(=CC2=O)N2CCOCC2)C |r| (±)-9-[1-(3-chlorophenylamino)ethyl]-7-methyl-2-morpholin-4-yl-pyrido[1,2-a]pyrimidin-4-one